ClC=1C(=NC=CC1C=N[S@@](=O)C(C)(C)C)C(F)(F)F (S)-N-((3-chloro-2-(trifluoromethyl)pyridin-4-yl)methylene)-2-methylpropan-2-sulfinamide